FC(C(F)F)(F)OCCC(F)(F)F (1,1,2,2-tetrafluoroethyl)(3,3,3-trifluoro-n-propyl) ether